FC(C=1N=C2SC(=NN2C1CN1CC(=CC1=O)CCC)COC)F 1-[[6-(Difluoromethyl)-2-(methoxymethyl)imidazo-[2,1-b][1,3,4]thiadiazol-5-yl]methyl]-3-propyl-2H-pyrrol-5-on